NC1=C2N=CN(C2=NC(=N1)F)[C@H]1C[C@@H]([C@@](O1)(C#C)COP(=O)(OC1=CC=CC=C1)N[C@H](C(=O)OCCCCCCCCCCCCCCCCCCCC)CC1=CC(=CC(=C1)F)F)O icosyl (2S)-2-(((((2R,3S,5R)-5-(6-amino-2-fluoro-9H-purin-9-yl)-2-ethynyl hydroxytetrahydrofuran-2-yl)methoxy)(phenoxy)phosphoryl)amino)-3-(3,5-difluorophenyl)propanoate